(S)-1-(3,4-difluorophenyl)-6-(6-(3,5-dimethylisoxazol-4-yl)-3-isobutyl-3H-imidazo[4,5-b]pyridin-2-yl)piperidin-2-one FC=1C=C(C=CC1F)N1C(CCC[C@H]1C1=NC=2C(=NC=C(C2)C=2C(=NOC2C)C)N1CC(C)C)=O